COC=1C(=C(C=CC1N)C1=CC=C(C=C1)N)OC dimethoxy-4,4'-diaminobiphenyl